(4S)-4-[2-[tert-butyl(dimethyl)silyl]oxyethylamino]-N-[2-chloro-3-(4,4,5,5-tetramethyl-1,3,2-dioxaborolan-2-yl)phenyl]-4,5,6,7-tetrahydropyrazolo[1,5-a]pyridine-2-carboxamide [Si](C)(C)(C(C)(C)C)OCCN[C@@H]1C=2N(CCC1)N=C(C2)C(=O)NC2=C(C(=CC=C2)B2OC(C(O2)(C)C)(C)C)Cl